C(C)(=O)N1CCC(CC1)C=1C=CC=C2C=C(N(C12)CC1CC1)C1=NC=2C(=CC=3CCN(C(C3C2)=O)C[C@@H]2NCCOC2)N1C (S)-2-(7-(1-acetylpiperidin-4-yl)-1-(cyclopropylmethyl)-1H-indol-2-yl)-1-methyl-6-(morpholin-3-ylmethyl)-1,6,7,8-tetrahydro-5H-imidazo[4,5-g]isoquinolin-5-one